C(C)(C)(C)OC(=O)N(C1=NC=CC(=C1)C[C@@H]1[C@H](NC1=O)C(=O)OCC1=CC=CC=C1)CC1=CC=C(C=C1)OC benzyl (2S,3R)-3-({2-[(tert-butoxycarbonyl) (4-methoxybenzyl) amino] pyridin-4-yl} methyl)-4-oxoazetidine-2-carboxylate